ClC1=CC=C(C=C1)[C@]1(CC[C@H]2N(CCN(C2)C(=O)C2=C(C(=CC=C2)C=2C=NSC2)Cl)C1)O [(7S,9aR)-7-(4-chlorophenyl)-7-hydroxy-3,4,6,8,9,9a-hexahydro-1H-pyrido[1,2-a]pyrazin-2-yl]-[2-chloro-3-(1,2-thiazol-4-yl)phenyl]methanone